(1-(5,6,7,8-tetrahydroquinazolin-4-yl)methyl)pyridazin-3(2H)-one N1=CN=C(C=2CCCCC12)CN1N=CC=CC1=O